2-[4-(1,8-diazaspiro[5.5]undecan-8-yl)-1H-pyrrolo[2,3-b]pyridin-3-yl]-5-methyl-thiazole N1CCCCC12CN(CCC2)C2=C1C(=NC=C2)NC=C1C=1SC(=CN1)C